[1-(cyclopropylmethyl)-2-[7-(2,5-diazaspiro[3.4]octane-5-carbonyl)-5-methoxy-3-methylimidazo[1,2-a]pyridin-2-yl]pyrrolo[2,3-b]pyridin-6-yl]methanesulfonamide C1(CC1)CN1C(=CC=2C1=NC(=CC2)CS(=O)(=O)N)C=2N=C1N(C(=CC(=C1)C(=O)N1C3(CNC3)CCC1)OC)C2C